CNC(=O)C1=CC=C(C=N1)C=1CCN(CC1)CC=1C=C2C(=NC1)[C@@H](C(N2)=C=O)C (R)-N-Methyl-1'-((3-methyl-2-carbonyl-2,3-dihydro-1H-pyrrolo[3,2-b]pyridin-6-yl)methyl)-1',2',3',6'-Tetrahydro-[3,4'-bipyridine]-6-carboxamide